(R)-2-((1-(2-cyano-7-methyl-3-(tetra-hydro-2H-pyran-4-yl)quinoxalin-5-yl)ethyl)amino)benzoic acid C(#N)C1=NC2=CC(=CC(=C2N=C1C1CCOCC1)[C@@H](C)NC1=C(C(=O)O)C=CC=C1)C